(S)-8-(2-amino-6-((R)-1-(4'-(tert-butyl)-[1,1'-biphenyl]-4-yl)-2,2,2-trifluoroethoxy)pyrimidin-4-yl)-2,8-diazaspiro[4.5]decane-3-carboxylic acid NC1=NC(=CC(=N1)N1CCC2(C[C@H](NC2)C(=O)O)CC1)O[C@@H](C(F)(F)F)C1=CC=C(C=C1)C1=CC=C(C=C1)C(C)(C)C